calcium sulphate dihydrate O.O.S(=O)(=O)([O-])[O-].[Ca+2]